ClC1=CC=CC(=N1)NC(N(CC1=NNC(=C1)C(F)(F)F)C=1C=NC(=NC1)OC)=O 3-(6-chloropyridin-2-yl)-1-(2-methoxypyrimidin-5-yl)-1-((5-(trifluoromethyl)-1H-pyrazol-3-yl)methyl)urea